(S)-N-(1-(7-(1-(Difluoromethyl)-1H-pyrazol-3-yl)quinolin-5-yl)cyclopropyl)-2-methyl-5-((1-methylazetidin-2-yl)methoxy)benzamide FC(N1N=C(C=C1)C1=CC(=C2C=CC=NC2=C1)C1(CC1)NC(C1=C(C=CC(=C1)OC[C@H]1N(CC1)C)C)=O)F